1-(1-Acetylpiperidin-4-yl)-3-((5-(5-(difluoromethyl)-1,3,4-oxadiazol-2-yl)pyridin-2-yl)methyl)-5-(trifluoromethyl)-1,3-dihydro-2H-benzo[d]imidazol-2-one C(C)(=O)N1CCC(CC1)N1C(N(C2=C1C=CC(=C2)C(F)(F)F)CC2=NC=C(C=C2)C=2OC(=NN2)C(F)F)=O